3-hydrazino-5H-[1,2,4]triazino[5,6-b]indole N(N)C=1N=NC2=C(NC=3C=CC=CC23)N1